4-((6-bromopyridin-2-yl)(2,2-difluoroethyl)amino)-6-fluoroquinazolin-2(1H)-one BrC1=CC=CC(=N1)N(C1=NC(NC2=CC=C(C=C12)F)=O)CC(F)F